2,4,6-trinitro-5-tertiary butyl-meta-xylene [N+](=O)([O-])C1=C(C(=C(C(=C1C)[N+](=O)[O-])C(C)(C)C)[N+](=O)[O-])C